C(#N)C=1C(=NC(=C(C1CC)C#N)N1CCC2(CCNC2)CC1)SC(C(=O)N)C1=CC=CC=C1 2-((3,5-dicyano-4-ethyl-6-(2,8-diazaspiro[4.5]decan-8-yl)pyridin-2-yl)sulfanyl)-2-phenylacetamide